C(C1=CC=CC=C1)OC1CCN(CC1)C1=CC(=NC(=C1)C1(COCC1)OC)Br 4-(4-(benzyloxy)piperidin-1-yl)-2-bromo-6-(3-methoxytetrahydrofuran-3-yl)pyridine